C(#N)C1(CCN(CC1)C(=O)NC=1SC(=C(N1)C1=CC(=CC=C1)C#N)C=1C=C2C(=NC=NC2=CC1)C)C 4-Cyano-N-[4-(3-cyanophenyl)-5-(4-methylquinazolin-6-yl)thiazol-2-yl]-4-methyl-piperidine-1-carboxamide